N(=[N+]=[N-])C=1C=C(C(C(=O)NCCCCN)=CC1)O 4-(p-azidosalicylamido)butylamine